methyl (2S,7aS)-2-(3-iodophenoxy)tetrahydro-1H-pyrrolizine-7a(5H)-carboxylate IC=1C=C(O[C@H]2C[C@@]3(CCCN3C2)C(=O)OC)C=CC1